N-methyl-4-(4-formylstyryl)pyridinium methylsulfate COS(=O)(=O)[O-].C[N+]1=CC=C(C=C1)C=CC1=CC=C(C=C1)C=O